C(C1=CC=CC=C1)O[C@@H]1[C@H](N(C[C@@H]([C@H]1OCC1=CC=CC=C1)OCC1=CC=CC=C1)C[C@@H]1CN(CC1)C1=CC(=CC=C1)F)C (2R,3R,4R,5s)-3,4,5-tris(benzyloxy)-1-(((R)-1-(3-fluorophenyl)pyrrolidin-3-yl)methyl)-2-methylpiperidine